2-(2-((3r,4r)-3-amino-4-fluoropiperidin-1-yl)-5,6-difluoro-1H-benzo[d]imidazol-1-yl)-1-(4-(3-methylpiperidin-1-carbonyl)piperidin-1-yl)ethan-1-one N[C@@H]1CN(CC[C@H]1F)C1=NC2=C(N1CC(=O)N1CCC(CC1)C(=O)N1CC(CCC1)C)C=C(C(=C2)F)F